[C].[Zr].[Ti].[Mo] molybdenum-titanium-zirconium carbon